Cl.COC1=NC=CC(=C1)C=1C=CC=C2C(COCC12)CNC 1-(8-(2-methoxypyridin-4-yl)isochroman-4-yl)-N-methyl-methanamine hydrochloride